2-((1H-indazol-5-yl)amino)-8-(3-hydroxycyclopentyl)-5-methylpyrido[2,3-d]pyrimidin-7(8H)-one N1N=CC2=CC(=CC=C12)NC=1N=CC2=C(N1)N(C(C=C2C)=O)C2CC(CC2)O